C(C)OC1=NC=CC=C1C1=CC(=C2C(=N1)C(=NN2C(C)C)C)NCC=2N=NN(N2)C 5-(2-ethoxy-3-pyridinyl)-1-isopropyl-3-methyl-N-[(2-methyltetrazol-5-yl)methyl]pyrazolo[4,3-b]pyridin-7-amine